N-[3-fluoro-4-[(7-methoxy-1,5-naphthyridin-4-yl)oxy]phenyl]-6-(4-fluorophenyl)-7-oxo-2,3-dihydro-1H-indolizine-8-carboxamide FC=1C=C(C=CC1OC1=CC=NC2=CC(=CN=C12)OC)NC(=O)C=1C(C(=CN2CCCC12)C1=CC=C(C=C1)F)=O